3-(5-((4-(hydroxymethyl)benzyl)oxy)-2-methyl-4-oxoquinazolin-3(4H)-yl)piperidine-2,6-dione OCC1=CC=C(COC2=C3C(N(C(=NC3=CC=C2)C)C2C(NC(CC2)=O)=O)=O)C=C1